(9-methyl-1,3,4,5-tetrahydropyrido[4,3-b]indol-2-yl)-[5-(trifluoromethyl)-1H-pyrazol-3-yl]methanone CC=1C=2C3=C(NC2C=CC1)CCN(C3)C(=O)C3=NNC(=C3)C(F)(F)F